(2S,4R)-1-tert-butyloxycarbonyl-4-aminopyrrolidine-2-carboxylic acid methyl ester COC(=O)[C@H]1N(C[C@@H](C1)N)C(=O)OC(C)(C)C